ClC=1C=C(C=CC1SC1CC1)C(=O)[C@@H]1[C@H](C1)C=1N=NNN1 5-[(1S,2S)-2-{[3-chloro-4-(cyclopropylsulfanyl)phenyl]carbonyl}cyclopropyl]-2H-1,2,3,4-tetrazole